4-(6-((4-(cyclopropanecarbonyl)-2-fluoro-5-methoxybenzyl)oxy)pyridine-2-yl)piperidine-1-carboxylic acid tert-butyl ester C(C)(C)(C)OC(=O)N1CCC(CC1)C1=NC(=CC=C1)OCC1=C(C=C(C(=C1)OC)C(=O)C1CC1)F